5-(PYRIDIN-3-YL)-1H-INDOLE-3-CARBALDEHYDE N1=CC(=CC=C1)C=1C=C2C(=CNC2=CC1)C=O